1-(2-((5-fluorobenzo[d]oxazol-2-yl)amino)benzo[d]oxazol-5-yl)ethan-1-ol FC=1C=CC2=C(N=C(O2)NC=2OC3=C(N2)C=C(C=C3)C(C)O)C1